3,4,5-Collidin N1=CC(=C(C(=C1)C)C)C